L-1,3-dimethyl-imidazole hydrochloride Cl.CN1CN(C=C1)C